N1CC(C2=CC=CC=C12)O 2,3-dihydro-1H-indol-3-ol